C(C(=C)C)(=O)OC(COC1=CC=C(C=C1)N=NC1=C(C=C(C=C1)OC)O)COC 1-(4-((2-hydroxy-4-methoxyphenyl) diazenyl) phenoxy)-3-methoxyprop-2-yl methacrylate